3,3'-(1,3-Phenylene)bis{1-[3-(triethoxysilyl)propyl]-5-butyl-1,2,4-triazole} C1(=CC(=CC=C1)C1=NN(C(=N1)CCCC)CCC[Si](OCC)(OCC)OCC)C1=NN(C(=N1)CCCC)CCC[Si](OCC)(OCC)OCC